C(CCC)S(=O)(=O)O butane-sulfonic acid